N[C@@H]1CN(CC[C@H]1OC)C1=NC2=C(N1CC1=NC=C(C#N)C=C1)C=CC=C2 6-((2-((3R,4R)-3-amino-4-methoxypiperidin-1-yl)-benzo[d]imidazol-1-yl)methyl)nicotinonitrile